N=1N(N=CC1)C1=C(C=C(C=N1)NC(C1=C(C=C(C(=C1)F)C1=C(C=NC=C1N)C(C)=O)Cl)=O)C(F)(F)F N-(6-(2H-1,2,3-triazol-2-yl)-5-(trifluoromethyl)pyridin-3-yl)-4-(3-acetyl-5-aminopyridine-4-yl)-2-chloro-5-fluorobenzamide